CC1(CN(CCCC1=O)C(=O)OCC1=CC=CC=C1)C(=O)OCC 1-benzyl 3-ethyl 3-methyl-4-oxoazepane-1,3-dicarboxylate